C[C@@H]1CN(C[C@@H](N1C=1N=CC2=C(N1)C(=NN2)C2=CC=C(C=C2)N2CCN(CC2)C2CCOCC2)C)C(=O)OC Methyl (3R,5S)-3,5-dimethyl-4-(3-(4-(4-(tetrahydro-2H-pyran-4-yl)piperazin-1-yl) phenyl)-1H-pyrazolo[4,3-d]pyrimidin-5-yl)piperazine-1-carboxylate